bis(2-ethylhexyl) sebacate (bis(2-ethylhexyl) sebacate) C(C)C(CC(C(=O)O)(CCCCCCCC(=O)O)CC(CCCC)CC)CCCC.C(CCCCCCCCC(=O)OCC(CCCC)CC)(=O)OCC(CCCC)CC